NC1=NC=CC(=C1)COC=1C(=NC=C(N1)C1=CC=C(C=C1)N1CCN(CC1)C)N 3-{[(2-aminopyridin-4-yl)methyl]oxy}-5-[4-(4-methylpiperazin-1-yl)phenyl]pyrazin-2-amine